N1(CCCC1)CCCCN1C(CCC1)=O 1-(4-(pyrrolidin-1-yl)butyl)pyrrolidin-2-one